URACILE N1C(=O)NC(=O)C=C1